C(C)(C)(C)OC(=O)N1C(CCCC1)C1=CC(=C(C=C1)N)F (4-amino-3-fluorophenyl)piperidine-1-carboxylic acid tert-butyl ester